ClC=1C=C2C(=C(C=NC2=CC1)C(=O)N1CCN(CC1)S(=O)(=O)N(C)C)C1=CC=C(C=C1)C1(CC1)C#N 4-(6-Chloro-4-(4-(1-cyanocyclopropyl)phenyl)quinoline-3-carbonyl)-N,N-dimethylpiperazine-1-sulfonamide